C(C)O/C=C/C(=O)NC(NC=1C=CC2=CN(N=C2C1)C1CCN(CC1)C(=O)OC(C)(C)C)=O tert-butyl (E)-4-(6-(3-(3-ethoxy-acryloyl)ureido)-2H-indazol-2-yl)piperidine-1-carboxylate